CC1=C(C=NC(=C1)OC1=CC=CC=C1)N1C2=C(SC=3N=CC=C(NC1=O)C32)C(=O)N (S)-(4-methyl-6-phenoxypyridin-3-yl)-4-oxo-4,5-dihydro-3H-1-thia-3,5,8-triazaacenaphthylene-2-carboxamide